N1(N=CC=C1)C1=C(CC=2N(C3=NC(=NC(=C3N2)N)N2CCNCC2)C2CCCC2)C=CC=C1 (2-(1H-pyrazol-1-yl)benzyl)-9-cyclopentyl-2-(piperazin-1-yl)-9H-purin-6-amine